N-(triethoxysilylpropyl)acrylamide C(C)O[Si](OCC)(OCC)CCCNC(C=C)=O